FC(C1=NC2=C(N1C1=NC(=NC(=N1)N1CCOCC1)NC(CC1=C(C=CC=C1)C1CCNCC1)(C)C)C=CC=C2)F 4-(2-(difluoromethyl)-1H-benzo[d]imidazol-1-yl)-N-(2-methyl-1-(2-(piperidin-4-yl)phenyl)propan-2-yl)-6-morpholino-1,3,5-triazin-2-amine